4-(4-fluoro-3-(3-((pyridin-2-ylmethyl)amino)azetidine-1-carbonyl)benzyl)phthalazin-1(2H)-one FC1=C(C=C(CC2=NNC(C3=CC=CC=C23)=O)C=C1)C(=O)N1CC(C1)NCC1=NC=CC=C1